C1(CC1)C=1C=C(C(=C(C1)N1CCN(CC1)CC=1SC2=C(N1)C=CC=C2)C=2N=NNN2)CC 2-[[4-[5-cycloprop-yl-3-ethyl-2-(2H-tetrazol-5-yl)phenyl]piperazin-1-yl]-methyl]-1,3-benzo-thiazole